C1(CC1)S(=O)(=O)NC1=CN=CC(=N1)C(C(=O)NC1=CC=C(C=C1)C1=NC(=CN=C1)OCC)(C)C 2-(6-(cyclopropanesulfonylamino)pyrazin-2-yl)-N-(4-(6-ethoxypyrazin-2-yl)phenyl)-2-methylpropanamide